NS(=O)(=O)C=1C=C(CN2C(C3=CC=CC=C3C2=O)=O)C=CC1C 2-(3-aminosulfonyl-4-methylbenzyl)-1H-isoindole-1,3-dione